ClC1=NN2C(N=CC3=C2C(CC3C(=O)NC=3C=NC(=C(C3)Cl)C3=NN(C(=C3)O)C)(C)C)=C1 2-chloro-N-(5-chloro-6-(5-hydroxy-1-methyl-1H-pyrazol-3-yl)pyridin-3-yl)-8,8-dimethyl-7,8-dihydro-6H-cyclopenta[e]pyrazolo[1,5-a]pyrimidine-6-carboxamide